Choline cis-11-Eicosenoic acid C(CCCCCCCCC\C=C/CCCCCCCC)(=O)O.OCC[N+](C)(C)C